2-cyanobutanyl-2-yl 3,5-dimethyl-1H-pyrazole-1-carbodithioate CCC(C)(C#N)SC(=S)N1C(=CC(=N1)C)C